tert-Butyl ((S)-(7-((R)-cyclopropyl(2-(3,3-difluorocyclobutyl)acetamido)methyl)imidazo[1,2-a]pyrimidin-2-yl)(4,4-difluorocyclohexyl)methyl)carbamate C1(CC1)[C@H](C1=NC=2N(C=C1)C=C(N2)[C@H](C2CCC(CC2)(F)F)NC(OC(C)(C)C)=O)NC(CC2CC(C2)(F)F)=O